tert-Butyl 4-[4-(2,4-dioxo-8-oxa-3-azabicyclo[3.2.1]octan-1-yl)phenyl]piperidine-1-carboxylate O=C1C2(CCC(C(N1)=O)O2)C2=CC=C(C=C2)C2CCN(CC2)C(=O)OC(C)(C)C